5-(7-fluoro-1-(tetrahydro-2H-pyran-2-yl)-1H-indazol-4-yl)-2-(2,2,2-trifluoroethyl)pentanoic acid FC=1C=CC(=C2C=NN(C12)C1OCCCC1)CCCC(C(=O)O)CC(F)(F)F